C1=CC=C2C(=C1)C(=C(C(=O)C2=O)CC=C(Cl)Cl)O dichloroallyl-lawsone